methyl (3S)-3-(5-(4-fluoro-2,6-dimethylphenyl)pyridin-3-yl)-3-(4-methyl-2-(4-methyl-2-oxopyridin-1(2H)-yl)pentanamido)propanoate FC1=CC(=C(C(=C1)C)C=1C=C(C=NC1)[C@H](CC(=O)OC)NC(C(CC(C)C)N1C(C=C(C=C1)C)=O)=O)C